3-(3-(6-Bromo-7-(((S)-1-(ethylsulfonyl)pyrrolidin-3-yl)amino)-1H-imidazo[4,5-b]pyridin-2-yl)-2,5-dimethyl-1H-pyrrol-1-yl)-N-(2-(dimethylamino)ethyl)-4-methylbenzamid BrC=1C(=C2C(=NC1)N=C(N2)C2=C(N(C(=C2)C)C=2C=C(C(=O)NCCN(C)C)C=CC2C)C)N[C@@H]2CN(CC2)S(=O)(=O)CC